C(C)(C)N1N=C(C=C1)C1=C(C2=C(N=C(N=C2NC[C@H]2[C@@H](CC2)OC)C=2N(C=CN2)C)S1)C |r| rac-6-(1-Isopropyl-1H-pyrazol-3-yl)-N-(((1S,2R)-2-methoxycyclobutyl)methyl)-5-methyl-2-(1-methyl-1H-imidazol-2-yl)thieno[2,3-d]pyrimidin-4-amine